C(CCCCCCC)NC(OC1=CC(=C(C=C1)OC)C=1C=NC=C(C1)C1=CC=NO1)=O 3-(5-(isoxazol-5-yl) pyridin-3-yl)-4-methoxyphenyl octylcarbamate